N[C@@H](CCC(=O)OC(CCCCCCCCCCC)=O)C(=O)OC(CCCCCCCCCCC)=O di-lauroyl glutamate